N,N'-Dio-tolylthiourea C1(=C(C=CC=C1)NC(=S)NC1=C(C=CC=C1)C)C